8-(((benzyloxy)carbonyl)((1-methylpiperidin-4-yl)methyl)amino)pentadecane-1,15-diyl bis(4,4-bis(heptyloxy)butanoate) C(CCCCCC)OC(CCC(=O)OCCCCCCCC(CCCCCCCOC(CCC(OCCCCCCC)OCCCCCCC)=O)N(CC1CCN(CC1)C)C(=O)OCC1=CC=CC=C1)OCCCCCCC